The molecule is a beta-D-glucosiduronic acid having a 6-bromo-3-[(2-methoxyphenyl)carbamoyl]naphthalen-2-yl substituent at the anomeric position. It has a role as a chromogenic compound. It is a beta-D-glucosiduronic acid, an organobromine compound, a naphthalenecarboxamide and an aromatic ether. COC1=CC=CC=C1NC(=O)C2=C(C=C3C=CC(=CC3=C2)Br)O[C@H]4[C@@H]([C@H]([C@@H]([C@H](O4)C(=O)O)O)O)O